C/C(=C\C1=CC=C(C=C1)C(C)(C)C)/C=C(C#N)C#N trans-2-[3-(4-tert-butylphenyl)-2-methyl-2-propenylidene]malononitrile